ClC1=NC=C(C(=N1)NC1=C(C=C(C=C1F)C1=CC=C(C=C1)C#N)F)F 4-{4-[(2-chloro-5-fluoropyrimidin-4-yl)amino]-3,5-difluorophenyl}benzene-1-carbonitrile